C1(CC1)C1=CC2=C(C=C(O2)C(=O)O)C(=C1)N1C=NC=C1 6-cyclopropyl-4-imidazol-1-yl-benzofuran-2-carboxylic acid